2-Methoxy-N-[1-[4-(4,4,5,5-tetramethyl-1,3,2-dioxaborolan-2-yl)phenyl]ethyl]benzamide COC1=C(C(=O)NC(C)C2=CC=C(C=C2)B2OC(C(O2)(C)C)(C)C)C=CC=C1